2-((2S,4S)-1-acryloyl-4-(6-fluoro-8-methyl-4-(((S)-1-methylpyrrolidin-2-yl)methoxy)-7-(2-(trifluoromethyl)phenyl)-1H-[1,2,3]triazolo[4,5-c]quinolin-1-yl)piperidin-2-yl)acetonitrile C(C=C)(=O)N1[C@@H](C[C@H](CC1)N1N=NC=2C(=NC=3C(=C(C(=CC3C21)C)C2=C(C=CC=C2)C(F)(F)F)F)OC[C@H]2N(CCC2)C)CC#N